methyl 2-((S)-3-cyclohexyl-2-(1H-indole-2-carboxamido)propanamido)-3-(5,5-dimethyl-2-oxopyrrolidin-3-yl)propanoate C1(CCCCC1)C[C@@H](C(=O)NC(C(=O)OC)CC1C(NC(C1)(C)C)=O)NC(=O)C=1NC2=CC=CC=C2C1